(S)-5-cyclopropyl-N-(3-(1-((1-methyl-1H-pyrazolo[3,4-b]pyrazin-6-yl)amino)ethyl)phenyl)nicotinamide C1(CC1)C=1C=NC=C(C(=O)NC2=CC(=CC=C2)[C@H](C)NC2=CN=C3C(=N2)N(N=C3)C)C1